5,8-dibromobenzopyrazine BrC1=CC=C(C=2N=CC=NC21)Br